CC=1C=C(C=CC1C)C(C)NC(CN1N=NC2=C(C1=O)C=CC=C2)=O N-[1-(3,4-dimethylphenyl)ethyl]-4-oxo-1,2,3-benzotriazine-3(4H)-acetamide